NC=1C=C(C(=O)NC2=C(C=C(C=C2)F)CC(=O)OC(C)(C)C)C=CC1N1CC(CCC1)O tert-butyl 2-(2-(3-amino-4-(3-hydroxypiperidin-1-yl)benzamido)-5-fluorophenyl)acetate